trans-4-(2-fluoro-4-(trifluoromethyl)phenoxy)cyclohexyl 6-oxo-7-oxa-2,5-diazaspiro[3.4]octane-2-carboxylate O=C1NC2(CN(C2)C(=O)O[C@@H]2CC[C@H](CC2)OC2=C(C=C(C=C2)C(F)(F)F)F)CO1